(3-trimethoxysilyl)propyl 2-bromo-2-methylpropionate CC(C)(C(=O)OCCC[Si](OC)(OC)OC)Br